tert-butyl (1-(1-((methoxycarbonyl)amino)-3-(p-tolyl)propan-2-yl)-3-(4-methylbenzyl)-1,3-dihydro-2H-benzo[d]imidazol-2-ylidene)carbamate COC(=O)NCC(CC1=CC=C(C=C1)C)N1C(N(C2=C1C=CC=C2)CC2=CC=C(C=C2)C)=NC(OC(C)(C)C)=O